Tert-butyl (2S)-2-[(3-methyl-2-oxo-1H-benzimidazol-4-yl)oxymethyl]morpholine-4-carboxylate CN1C(NC2=C1C(=CC=C2)OC[C@@H]2CN(CCO2)C(=O)OC(C)(C)C)=O